BrC1=CC=CN2C(=C(C=C12)C#CCNC1=C(C=C(C(=O)NC)C=C1)OC)SC(F)F 4-[(3-{8-bromo-3-[(difluoromethyl)sulfanyl]indolizin-2-yl}prop-2-yn-1-yl)amino]-3-methoxy-N-methylbenzamide